2-(pivaloyl-amino)pyridineacryloyloxycycloheptane C(C(C)(C)C)(=O)NC1(NC=CC=C1)C=CC(=O)OC1CCCCCC1